COC1=NOC(=C1)C(C=O)C (3-methoxyisoxazol-5-yl)propanal